4-bromo-7-(trifluoromethyl)-1H-indazole BrC1=C2C=NNC2=C(C=C1)C(F)(F)F